((2R,3R,4R,5S)-3,4-dihydroxy-5-((6-(trifluoromethyl)pyrazin-2-yl)amino)tetrahydro-2H-pyran-2-yl)methyl 4-methylbenzenesulfonate CC1=CC=C(C=C1)S(=O)(=O)OC[C@H]1OC[C@@H]([C@H]([C@H]1O)O)NC1=NC(=CN=C1)C(F)(F)F